(E)-2-((6-fluoro-2-formyl-3-hydroxyphenyl)ethynyl)-N-(1-(2-hydroxy-2-methylpropyl)-6-((4-methylpiperazin-1-yl)methyl)-1,3-dihydro-2H-benzo[d]imidazol-2-ylidene)isonicotinamide FC1=CC=C(C(=C1C#CC=1C=C(C(=O)/N=C/2\NC3=C(N2CC(C)(C)O)C=C(C=C3)CN3CCN(CC3)C)C=CN1)C=O)O